C(C)O[Si]1(N(CCC1)CCC[Si](OCC)(OCC)OCC)OCC 2,2-diethoxy-N-(Triethoxysilylpropyl)-1-aza-2-silacyclopentane